CN(C([C@H]([C@@H](C)O)NC(OCC1=CC=CC=C1)=O)=O)C Benzyl ((2S,3R)-1-(dimethylamino)-3-hydroxy-1-oxobutan-2-yl)carbamate